C(C=CCCCCCCCCCCCCCCCCCCCCC)(=O)O[C@@H]1CC2=CC[C@H]3[C@@H]4CC[C@H]([C@@H](CCCC(C)C)C)[C@]4(CC[C@@H]3[C@]2(CC1)C)C cholesterol tetracosenoate